(3,5-dihexylphenyl)methanol [8-(1-octylnonoxy)-8-oxo-octyl](2S,4S)-4-[3-(dimethylamino)propanoyloxy]-1-(6-oxo-6-undecoxy-hexyl)piperidine-2-carboxylate C(CCCCCCC)C(CCCCCCCC)OC(CCCCCCC[C@@]1(N(CC[C@@H](C1)OC(CCN(C)C)=O)CCCCCC(OCCCCCCCCCCC)=O)C(=O)OCC1=CC(=CC(=C1)CCCCCC)CCCCCC)=O